1-(2-((2-carboxy-4-methylthiophen-3-yl)amino)-2-oxoethyl)-1-(2-(isoxazol-3-ylamino)-2-oxoethyl)azepan-1-ium chloride [Cl-].C(=O)(O)C=1SC=C(C1NC(C[N+]1(CCCCCC1)CC(=O)NC1=NOC=C1)=O)C